6-(piperazine-1-carbonyl)-2-(p-tolyl)imidazo[1,2-a]pyridine N1(CCNCC1)C(=O)C=1C=CC=2N(C1)C=C(N2)C2=CC=C(C=C2)C